methyl 5-(bromopropyl)-2-iodobenzoate BrCCCC=1C=CC(=C(C(=O)OC)C1)I